S(=O)(=O)(O)O.CN(C)C trimethylamine sulfate